2-[[1-(3-iodopyrazolo[1,5-a]pyridin-6-yl)cyclobutyl]amino]acetonitrile IC=1C=NN2C1C=CC(=C2)C2(CCC2)NCC#N